[Na+].C(CCCCC)C1=C(C=CC=C1)S(=O)(=O)[O-] hexylbenzenesulfonic acid sodium salt